FC=1C=C2C=NN(C2=CC1C=1C=2C(=NN(C2C=CC1)CC(=O)NCC(=O)NCC(=O)O)N1CCOCC1)C (2-(5'-fluoro-1'-methyl-3-morpholino-1H,1'H-[4,6'-biindazol]-1-yl)acetyl)glycylglycine